FC(C1CC(C1)N(C(=O)C1=C(OC=2C(=NC=NC2)N2CC3(C2)CCN(CC3)C(=O)OC(C)(C)C)C=CC(=C1)F)C(C)C)F tert-butyl 2-(5-(2-(((1s,3s)-3-(difluoromethyl) cyclobutyl) (isopropyl) carbamoyl)-4-fluorophenoxy) pyrimidin-4-yl)-2,7-diazaspiro[3.5]nonane-7-carboxylate